C1(=CC=CC=C1)NC1=NC(=NC=C1C(=O)N)NC1=C(C=CC=C1)C 4-(phenylamino)-2-(o-tolylamino)pyrimidine-5-carboxamide